C(C)(=O)C=1C=CC(=C2C(=CNC12)CC[N+](=O)[O-])OC 7-acetyl-4-methoxy-3-(2-nitroethyl)indole